ClC1=CC=C2C(=N1)OC(=N2)N2CCOCC2 5-chloro-2-morpholinooxazolo[5,4-b]pyridine